[N+3].N[NH3+] amino(ammonium) nitrogen